CC1=CC=C(C=C1)S(=O)(=O)OC1=C(C=CC(=C1)C)C1=C(C=CC=2CCCCC12)C (+)-5-Methyl-2-(2-methyl-5,6,7,8-tetrahydronaphthalen-1-yl)phenyl 4-methylbenzenesulfonate